COC=1C(=NC=CC1)CN1C(OC=C1)CCNCCC1=NC2=C(N1)C=CC(=C2)C2=CC=C(C=C2)C N-((3-methoxypyridin-2-yl)methyl)-2-(2-((2-(5-(p-tolyl)-1H-benzo[d]imidazol-2-yl)ethyl)amino)ethyl)oxazole